7-((3aS,4R,6R,6aR)-2,2-dimethyl-6-((2-(phenethylamino)ethoxy)methyl)tetrahydro-4H-cyclopenta[d][1,3]dioxol-4-yl)-N-(4-methoxybenzyl)-N-methyl-7H-pyrrolo[2,3-d]pyrimidin-4-amine CC1(O[C@@H]2[C@H](O1)[C@H](C[C@H]2N2C=CC1=C2N=CN=C1N(C)CC1=CC=C(C=C1)OC)COCCNCCC1=CC=CC=C1)C